2-chlorobenzotrifluoride ClC1=C(C=CC=C1)C(F)(F)F